FC1=CC=C(C(=O)O)C=C1OC 4-fluoro-5-methoxy-benzoic acid